IC1=CN=C2N1C=CC(=C2)C2(CCC2)C#N 1-(3-iodoimidazo[1,2-a]pyridin-7-yl)cyclobutanecarbonitrile